C(CC(=C)C)C1(C2=NC=NC2=NC=N1)N ls-6-isopentenyl-adenine